7-(6-(2-morpholinoethyl-amino)pyridin-3-yl)-N-(3,4,5-trimethoxyphenyl)thieno[3,2-d]pyrimidin-2-amine O1CCN(CC1)CCNC1=CC=C(C=N1)C1=CSC2=C1N=C(N=C2)NC2=CC(=C(C(=C2)OC)OC)OC